(3-((3-carbamoyl-5-ethyl-6-isobutylpyrazin-2-yl)amino)phenethyl)carbamic acid tert-butyl ester C(C)(C)(C)OC(NCCC1=CC(=CC=C1)NC1=NC(=C(N=C1C(N)=O)CC)CC(C)C)=O